C(C)(C)(C)OC(=O)NC(CC(=O)N1NCCCC1C(=O)[O-])C1=CC(=CC(=C1)B1OC(C(O1)(C)C)(C)C)F (2S)-2-{(tert-butoxycarbonyl) amino-3-[3-fluoro-5-(4,4,5,5-tetramethyl-1,3,2-dioxaborolan-2-yl)phenyl]propanoyl}-1,2-diazinane-3-carboxylate